2,6-diamino-4-piperidin-1-ylpyrimidin NC1=NC(=CC(=N1)N1CCCCC1)N